BrC=1C=CC(=C2C=CC=NC12)F 8-bromo-5-fluoroquinolin